C1(CC1)N(C(=O)C=1C=C2N=C(C=NC2=CC1)C=1C=C2C=CN(C(C2=CC1)=O)C)C(C)C N-cyclopropyl-3-(2-methyl-1-oxo-1,2-dihydro-6-isoquinolinyl)-N-(2-propanyl)-6-quinoxalinecarboxamide